(S,E)-2,6-difluoro-N-(2-methoxy-5-(4-(2-methyl-4-(4-oxopent-2-enoyl)piperazin-1-yl)pyrido[3,2-d]pyrimidin-6-yl)pyridin-3-yl)benzenesulfonamide FC1=C(C(=CC=C1)F)S(=O)(=O)NC=1C(=NC=C(C1)C=1C=CC=2N=CN=C(C2N1)N1[C@H](CN(CC1)C(\C=C\C(C)=O)=O)C)OC